1-(3-bromonaphthalen-1-yl)cyclopropan-1-amine BrC=1C=C(C2=CC=CC=C2C1)C1(CC1)N